C1(=CC=CC=C1)P([C-]1C=C(C=C1)C=O)C1=CC=CC=C1.[C-]1(C=CC=C1)P(C1=CC=CC=C1)C1=CC=CC=C1.[Fe+2] 1,1'-bis(diphenylphosphino)-3-formyl-ferrocene